(2S,4R)-1-[(2S)-2-(4-cyclopropyltriazol-1-yl)-3,3-dimethyl-butanoyl]-N-[(8-fluoroimidazo[1,2-a]pyridin-2-yl)methyl]-4-hydroxy-pyrrolidine-2-carboxamide C1(CC1)C=1N=NN(C1)[C@H](C(=O)N1[C@@H](C[C@H](C1)O)C(=O)NCC=1N=C2N(C=CC=C2F)C1)C(C)(C)C